(1S,9S)-9-ethyl-5-fluoro-9-hydroxy-1-(4-(hydroxymethyl)-1H-1,2,3-triazol-1-yl)-4-methyl-1,2,3,9,12,15-hexahydro-10H,13H-benzo[de]pyrano[3',4':6,7]indolizino[1,2-b]quinoline-10,13-dione C(C)[C@]1(C(OCC=2C(N3CC=4C(=NC=5C=C(C(=C6C5C4[C@H](CC6)N6N=NC(=C6)CO)C)F)C3=CC21)=O)=O)O